FC=1C=C2C=3C(=NN(C(C3C1)=O)C(=O)OCC1=CC(=C(C=C1)[N+](=O)[O-])Cl)[C@@H]([C@H](N2)C2=CC=C(C=C2)F)C2=NC=NN2C 3-chloro-4-nitrobenzyl (8s,9r)-5-fluoro-8-(4-fluorophenyl)-9-(1-methyl-1H-1,2,4-triazol-5-yl)-3-oxo-8,9-dihydro-3H-pyrido[4,3,2-de]phthalazine-2(7H)-carboxylate